ClC1=C(\C=C/2\OC3=C(C2=O)C(=CC=C3C3CCN(CC3)C)OCC)C=CC=C1 (E)-2-(2-chlorobenzylidene)-4-ethoxy-7-(1-methylpiperidin-4-yl)benzofuran-3(2H)-one